C(C)(C)(C)OC(=O)N1[C@H](C[C@@H](C1)F)C=1C(=NC=C(C1)F)OC (2R,4S)-4-fluoro-2-(5-fluoro-2-methoxypyridin-3-yl)pyrrolidine-1-carboxylic acid tert-butyl ester